(2R,3S,4S)-2-(4-(4-cyanothiophen-2-yl)benzyl)-4-hydroxypyrrolidin-3-yl (3-fluorobenzyl)carbamate FC=1C=C(CNC(O[C@H]2[C@H](NC[C@@H]2O)CC2=CC=C(C=C2)C=2SC=C(C2)C#N)=O)C=CC1